(Sa)-6-(4-Fluoro-1-((3'-fluoro-[1,1'-biphenyl]-4-yl)methyl)-1H-indol-7-carboxamido)spiro-[3.3]heptan FC1=C2C=CN(C2=C(C=C1)C(=O)NC1CC2(CCC2)C1)CC1=CC=C(C=C1)C1=CC(=CC=C1)F